2-hydroxy-1,2-benzoxaborole-6-amine hydrochloride Cl.OB1OC2=C(C1)C=CC(=C2)N